1-hexylnonyl 8-[2-[8-(1-hexylnonoxy)-8-oxo-octoxy]-3-[2-[2-[2-(2-hydroxyethoxy)ethoxy]ethoxy]ethoxy]propoxy]octanoate C(CCCCC)C(CCCCCCCC)OC(CCCCCCCOC(COCCCCCCCC(=O)OC(CCCCCCCC)CCCCCC)COCCOCCOCCOCCO)=O